N1(CCCC1)C(=O)OC1(CC(=NO1)C1=CC=C(C=C1)N)C(F)(F)F 3-(4-aminophenyl)-5-(trifluoromethyl)-4,5-dihydro-1,2-oxazol-5-yl pyrrolidine-1-carboxylate